C(OC1CC(N(C(C1)(C)C)OCCCCCCCCCCC)(C)C)(OC1CC(N(C(C1)(C)C)OCCCCCCCCCCC)(C)C)=O bis(1-undecaneoxy-2,2,6,6-tetramethylpiperidin-4-yl) carbonate